5-[[2-(3-chloro-2-pyridyl)-5-(2,2,2-trifluoroethoxy)pyrazole-3-carbonyl]amino]-6-methyl-3H-benzotriazole-4-carboxamide ClC=1C(=NC=CC1)N1N=C(C=C1C(=O)NC1=C(C2=C(N=NN2)C=C1C)C(=O)N)OCC(F)(F)F